O1C=CC2=C1C=CC(=C2)C2=NN1C(N(C(=C(C1=O)N1CCNCC1)CC)CC(=O)NC1=C(C=C(C=C1)S(F)(F)(F)(F)F)Cl)=N2 2-(2-(Benzofuran-5-yl)-5-ethyl-7-oxo-6-(piperazin-1-yl)-[1,2,4]triazolo[1,5-a]pyrimidin-4(7H)-yl)-N-(2-chloro-4-(pentafluoro-λ6-sulfanyl)phenyl)acetamide